5-methyl-2-((3,3,3-trifluoropropoxy)methyl)aniline CC=1C=CC(=C(N)C1)COCCC(F)(F)F